(S)-2-(5-((S)-5,5-dimethyltetrahydro-2H-pyran-2-yl)-3-fluoro-2-methoxyphenyl)-2-((R)-3-((5-(4-methoxy-5,6,7,8-tetrahydro-1,8-naphthyridin-2-yl)pentyl)oxy)pyrrolidin-1-yl)acetic acid CC1(CC[C@H](OC1)C=1C=C(C(=C(C1)[C@@H](C(=O)O)N1C[C@@H](CC1)OCCCCCC1=NC=2NCCCC2C(=C1)OC)OC)F)C